FC(OC1=NC=CC(=C1)C([C@@H](C)O)NC(=O)NC1CC(C1)C(F)(F)F)F 1-[(2R)-1-[2-(difluoromethoxy)pyridin-4-yl]-2-hydroxypropyl]-3-[(1r,3r)-3-(trifluoromethyl)cyclobutyl]urea